C1=2C=3N=NNC3NNNCCC3C=4C=CC=CC4CC3=CC(C(=CC=C1)C2)=O hexazapentacyclo[21.3.1.02,6.012,20.013,18]heptacosa-1(27),2(6),3,13(18),14,16,20,23,25-nonaen-22-one